ClCCOC1=CC=C(N)C=C1 4-(chloroethoxy)aniline